C(C)C1=NN(C=N1)C=1C=CC(=C(C1)C=O)OC [5-(3-ethyl-1H-1,2,4-triazol-1-yl)-2-methoxyphenyl]methanone